pentyl heptanoate hexyl-octanoate C(CCCCC)OC(CCCCCCC)=O.C(CCCCCC)(=O)OCCCCC